3-((5-cyano-1H-indazol-1-yl)methyl)-N-(3,5-difluoro-benzyl)bicyclo[1.1.1]pentane-1-carboxamide C(#N)C=1C=C2C=NN(C2=CC1)CC12CC(C1)(C2)C(=O)NCC2=CC(=CC(=C2)F)F